1,5,7-trimethyl-3-((1-(3-thienyl)-3-azabicyclo[3.1.0]hex-3-yl)carbonyl)-1,5-dihydro-4H-pyrrolo[3,2-c]pyridin-4-one CN1C=C(C=2C(N(C=C(C21)C)C)=O)C(=O)N2CC1(CC1C2)C2=CSC=C2